2-(dimethoxymethyl)-phenol COC(C1=C(C=CC=C1)O)OC